[K].CN(CCN(S(=O)(=O)NC(NC1=C2CCCC2=CC=2CCCC12)=O)CCC1=CC=CC=C1)C 3-(N-(2-(Dimethylamino)ethyl)-N-phenethylsulfamoyl)-1-(1,2,3,5,6,7-hexahydro-s-indacen-4-yl)urea, potassium salt